The molecule is a polyprenyl glycosyl phosphate consisting of the trisaccharide alpha-D-GalNAc-(1->4)-alpha-D-GalNAc-(1->3)-alpha-D-diNAcBac linked via a diphospho group to tritrans,heptacis-undecaprenol. It is a conjugate acid of an alpha-D-GalNAc-(1->4)-alpha-D-GalNAc-(1->3)-alpha-D-diNAcBac-tritrans,heptacis-undecaprenyl diphosphate(2-). C[C@@H]1[C@H]([C@@H]([C@H]([C@H](O1)OP(=O)(O)OP(=O)(O)OC/C=C(/C)\\CC/C=C(/C)\\CC/C=C(/C)\\CC/C=C(/C)\\CC/C=C(/C)\\CC/C=C(/C)\\CC/C=C(/C)\\CC/C=C(\\C)/CC/C=C(\\C)/CC/C=C(\\C)/CCC=C(C)C)NC(=O)C)O[C@@H]2[C@@H]([C@H]([C@H]([C@H](O2)CO)O[C@@H]3[C@@H]([C@H]([C@H]([C@H](O3)CO)O)O)NC(=O)C)O)NC(=O)C)NC(=O)C